FC(CN1C(=NC2=NC=C(C=C21)C=2C=CN1N=C(N=CC12)C1(CCC(CC1)NC)N)C)F 1-(5-(1-(2,2-difluoroethyl)-2-methyl-1H-imidazo[4,5-b]pyridin-6-yl)pyrrolo[2,1-f][1,2,4]triazin-2-yl)-N4-methylcyclohexane-1,4-diamine